2-[4-(5-Amino-4-cyano-1-isopropylpyrazol-3-yl)phenyl]-N-[5-(2,2-dimethylpropyl)-1,2-thiazol-3-yl]acetamide NC1=C(C(=NN1C(C)C)C1=CC=C(C=C1)CC(=O)NC1=NSC(=C1)CC(C)(C)C)C#N